O=C1N(CC2=CC=CC=C12)[C@H](C(=O)O)CCC (S)-2-(1-oxoisoindolin-2-yl)pentanoic acid